N-((2-(6-((cis)-2,6-dimethylmorpholino)pyridin-2-yl)-1,6-naphthyridin-7-yl)methyl)-4,4-difluorothiochromane-7-carboxamide 1,1-dioxide C[C@@H]1O[C@@H](CN(C1)C1=CC=CC(=N1)C1=NC2=CC(=NC=C2C=C1)CNC(=O)C1=CC=C2C(CCS(C2=C1)(=O)=O)(F)F)C